C[C@H]1N(CCN(C1)C=1N=CC2=C(N1)C(=NC=N2)NC2=CC(=C(C=C2)OC2=CC=1N(C=C2)N=CN1)C)C(C=C)=O 1-[(2R)-2-methyl-4-{8-[(3-methyl-4-{[1,2,4]triazolo[1,5-a]pyridin-7-yloxy}phenyl)amino]pyrimido[5,4-d][1,3]diazin-2-yl}piperazin-1-yl]prop-2-en-1-one